(R)-3-((5-chloro-2-((2-(difluoromethoxy)-4-(hexahydropyrazino[2,1-c][1,4]oxazin-8(1H)-yl)phenyl)amino)pyrimidin-4-yl)amino)thiophene-2-carboxamide ClC=1C(=NC(=NC1)NC1=C(C=C(C=C1)N1C[C@@H]2COCCN2CC1)OC(F)F)NC1=C(SC=C1)C(=O)N